methyl 3-bromo-6-(N-cyclopropylsulfamoyl)-2-fluorobenzoate BrC=1C(=C(C(=O)OC)C(=CC1)S(NC1CC1)(=O)=O)F